(E)-N'-(2-methoxy-5-nitrobenzylidene)-4-methylbenzenesulfonohydrazide COC1=C(\C=N\NS(=O)(=O)C2=CC=C(C=C2)C)C=C(C=C1)[N+](=O)[O-]